N-(3-bromo-4-fluorophenyl)-4-[(2-carbamimidamidoethyl)sulfanyl]-N'-hydroxy-1,2,5-oxadiazole-3-carboximidamide BrC=1C=C(C=CC1F)NC(=NO)C1=NON=C1SCCNC(=N)N